Pyrido[1,2-a]pyrimidine N1=C2N(CC=C1)C=CC=C2